thio-D-arabinitol C([C@@H](S)[C@H](O)[C@H](O)CO)O